NC=1C2=C(N=CN1)N(C=C2)C2=CC=C(CC(C(=O)N)C1=CC(=CC=C1)OC(F)(F)F)C=C2 (4-(4-Amino-7H-pyrrolo[2,3-d]pyrimidin-7-yl)benzyl)-2-(3-(trifluoromethoxy)phenyl)acetamide